S(=O)(=O)(ON1[C@@H]2CC[C@H](N(C1=O)C2)C(NC(=O)C2=CN=CO2)=N)[O-].[Na+] Sodium (2S,5R)-2-(N-(oxazole-5-carbonyl)carbamimidoyl)-7-oxo-1,6-diazabicyclo[3.2.1]octan-6-yl Sulfate